propyl-3-butylimidazole p-toluenesulfonate CC1=CC=C(C=C1)S(=O)(=O)O.C(CC)C1=NC=CN1CCCC